OCCOC1(C(=C2C=CC(C=C2C=C1)(C1=CC=CC=C1)C1=CC=CC=C1)C1=CC=CC2=CC=CC=C12)OCCO 2,2-bis(2-hydroxyethoxy)-6,6-diphenyl-1,1-binaphthyl